2,4-Dimethyl-6-((1-methyl-1H-indazol-4-yl)methyl)-4H-thiazolo[5',4':4,5]Pyrrolo[2,3-d]pyridazin-5(6H)-one CC=1SC2=C(N(C=3C(N(N=CC32)CC3=C2C=NN(C2=CC=C3)C)=O)C)N1